hexahydro-4,7-methyleneindanyl-dimethylenediamine C1C2C3CCC(C3C1CC2)NCCN